FC1=CC=C(C=C1)C(C)N1CCN(CC1)C1=NC(=NC(=C1)C)C=1C(=CC=2N(C1)C(=CN2)C(F)(F)F)C 6-[4-[4-[1-(4-FLUOROPHENYL)ETHYL]PIPERAZIN-1-YL]-6-METHYL-PYRIMIDIN-2-YL]-7-METHYL-3-(TRIFLUOROMETHYL)IMIDAZO[1,2-A]PYRIDINE